(S)-1-(3-(4-amino-5-((2-methylbenzo[d]thiazol-5-yl)ethynyl)-7H-pyrrolo[2,3-d]pyrimidin-7-yl)pyrrolidin-1-yl)prop-2-en-1-one NC=1C2=C(N=CN1)N(C=C2C#CC=2C=CC1=C(N=C(S1)C)C2)[C@@H]2CN(CC2)C(C=C)=O